3-chloro-6-(N-((1s,2r)-2-(6-fluoro-2,3-dimethylphenyl)-1-(5-oxo-4,5-dihydro-1,3,4-oxadiazol-2-yl)propyl)sulfamoyl)-N,N-dimethylpyridineamide ClC=1C(=NC(=CC1)S(N[C@@H]([C@H](C)C1=C(C(=CC=C1F)C)C)C=1OC(NN1)=O)(=O)=O)C(=O)N(C)C